FC(C=1C=CC(=NC1O[C@@H](C(F)F)C)N1C=NC2=C1C=C(C(=C2)NC=2N=NC(=CC2)C)OC2COC2)F 1-[5-(difluoromethyl)-6-[(1R)-2,2-difluoro-1-methyl-ethoxy]-2-pyridyl]-N-(6-methylpyridazin-3-yl)-6-(oxetan-3-yloxy)benzimidazol-5-amine